FC(C[C@@H](C(=O)NC1=NC=CC(=C1)C1=C(C2=NC(=CC(=C2N1)C)F)C1=NC=CC=C1)C1=CC=C(C=C1)F)F |r| (rac)-4,4-difluoro-N-{4-[5-fluoro-7-methyl-3-(pyridin-2-yl)-1H-pyrrolo[3,2-b]pyridin-2-yl]pyridin-2-yl}-2-(4-fluorophenyl)butanamide